propane-1,3-diylbis(pyrrolidine-1-carboxylate) C(CCC1N(CCC1)C(=O)[O-])C1N(CCC1)C(=O)[O-]